2-(isoxazol-5-yl)-6-methylphenyl-3,4-dihydroxybenzoate O1N=CC=C1C1=C(C(=CC=C1)C)OC(C1=CC(=C(C=C1)O)O)=O